bis(3,4,6-trichloro-2-{[(2-ethylphenyl)methoxy]carbonyl} phenyl)oxalate ClC=1C(=C(C(=CC1Cl)Cl)OC(C(=O)OC1=C(C(=C(C=C1Cl)Cl)Cl)C(=O)OCC1=C(C=CC=C1)CC)=O)C(=O)OCC1=C(C=CC=C1)CC